BrC=1C(=C(\C=N\C2=CC3=C(NC(=N3)NC(OC)=O)C=C2)C=C(C1O)Br)O Methyl (E)-(5-((3,5-dibromo-2,4-dihydroxybenzylidene)amino)-1H-benzo[d]imidazol-2-yl)carbamate